N-(6-(5-(difluoromethyl)-1,2,4-oxadiazol-3-yl)-2,3-dihydrobenzofuran-3-yl)-1-methyl-1H-pyrazole-4-carboxamide FC(C1=NC(=NO1)C1=CC2=C(C(CO2)NC(=O)C=2C=NN(C2)C)C=C1)F